IC=1C=C(C=CC1)CC(=O)N 2-(3-iodophenyl)acetamide